ClC(C=C)C(CO)(CO)C(C)(C)C 2-(1-chloroallyl)-2-tert-butyl-1,3-propanediol